BrC=1C(=C2C(=NC1)NC(=N2)C2=C(N(C(=C2)C)C=2C=C(C(=O)N(C)CCN(C)C)C=CC2)C)N[C@@H]2CN(CC2)S(=O)(=O)CC (S)-3-(3-(6-bromo-7-((1-(ethylsulfonyl)pyrrolidin-3-yl)amino)-3H-imidazo[4,5-b]pyridin-2-yl)-2,5-dimethyl-1H-pyrrol-1-yl)-N-(2-(dimethylamino)ethyl)-N-methylbenzamide